1'-cyclopropyl-5',6'-difluoro-1'H-1,2'-bibenzo[d]imidazole C1(CC1)N1C(=NC2=C1C=C(C(=C2)F)F)N2C=NC1=C2C=CC=C1